4-(3-(tert-butyl)-1-(4-chloro-3-fluorophenyl)-1H-pyrrolo[3,2-b]pyridine-5-carbonyl)-3,3-dimethylpiperazin-2-one C(C)(C)(C)C1=CN(C=2C1=NC(=CC2)C(=O)N2C(C(NCC2)=O)(C)C)C2=CC(=C(C=C2)Cl)F